2-[[6-(4-benzyloxy-2-methyl-phenyl)-3-morpholinosulfonyl-4-quinolyl]amino]benzoic acid C(C1=CC=CC=C1)OC1=CC(=C(C=C1)C=1C=C2C(=C(C=NC2=CC1)S(=O)(=O)N1CCOCC1)NC1=C(C(=O)O)C=CC=C1)C